ClC=1C(=CC(=NC1)N1C[C@H](C[C@H](C1)C)C)NC1=CC2=C(N(C(N2CCC(C)(C)O)=O)C)C=C1 5-((5-chloro-2-((3S,5R)-3,5-dimethylpiperidin-1-yl)pyridin-4-yl)amino)-3-(3-hydroxy-3-methylbutyl)-1-methyl-1,3-dihydro-2H-benzo[d]imidazol-2-one